17α,21-dihydroxypregn-4-ene-3,20-dione O[C@]1(C(CO)=O)CC[C@H]2[C@@H]3CCC4=CC(CC[C@]4(C)[C@H]3CC[C@]12C)=O